4-{5-[(3-Fluoro-benzylcarbamoyl)-methyl]-pyridin-2-yl}-benzoic acid FC=1C=C(CNC(=O)CC=2C=CC(=NC2)C2=CC=C(C(=O)O)C=C2)C=CC1